ClC1=CC(=C(S1)CO)F (5-chloro-3-fluorothiophen-2-yl)methanol